[N+](=O)([O-])C=CC1=CC=C(C=C1)Cl 1-nitro-2-(4-chlorophenyl)ethylene